3,5-difluoro-N-[(1S)-2-hydroxy-1-{3-[4-(trifluoromethyl)phenyl]-1,2,4-oxadiazol-5-yl}ethyl]benzamide FC=1C=C(C(=O)N[C@@H](CO)C2=NC(=NO2)C2=CC=C(C=C2)C(F)(F)F)C=C(C1)F